disodium carboxyethyl-ethylenediamine C(=O)(O)CCNCCN.[Na].[Na]